FC=1C=C(C=CC1)NC(C1=CC=C(C=C1)C1CCNCC1)=O N-(3-fluorophenyl)-4-piperidin-4-ylbenzamide